2-(3-chloro-4-(6-(1-methylcyclopropoxy)-9-((4-methylpyridin-2-yl)methyl)-9H-purin-8-yl)phenyl)-N-methylacetamide ClC=1C=C(C=CC1C=1N(C2=NC=NC(=C2N1)OC1(CC1)C)CC1=NC=CC(=C1)C)CC(=O)NC